{(3E)-3-[3-(4-chloropyridin-2-yl)prop-2-yn-1-ylidene]-2,2-dimethylpyrrolidin-1-yl}(furan-2-yl)methanone ClC1=CC(=NC=C1)C#C\C=C/1\C(N(CC1)C(=O)C=1OC=CC1)(C)C